C(C)OC(CCC1=CC(=C(C(=C1)C(C)(C)C)O)N1N=C2C(=N1)C=CC=C2)=O 3-[3-(benzotriazole-2-yl)-5-tert-butyl-4-hydroxy-phenyl]propionic acid ethyl ester